ON1C(C2=CC=CC=C2C1=O)=O 2-hydroxy-1,3-dioxoisoindole